[Cr](=O)(=O)([O-])[O-].[Ag+].[Ag+] silver(I) chromate